9-[1-[[6-chloro-2-(3-fluoro-4-pyridinyl)-3-pyridinyl]amino]ethyl]-4,7-dimethyl-3-(1-methyl-4-piperidinyl)pyrazolo[3,4-c]isoquinolin-5-one ClC1=CC=C(C(=N1)C1=C(C=NC=C1)F)NC(C)C=1C=2C3=C(N(C(C2C=C(C1)C)=O)C)N(N=C3)C3CCN(CC3)C